5-{6-[2-(4,7-Dichloro-5-fluoro-2-methyl-indol-1-yl)-ethylamino]-pyrimidin-4-yl}-3-ethoxy-thiophen ClC1=C2C=C(N(C2=C(C=C1F)Cl)CCNC1=CC(=NC=N1)C1=CC(=CS1)OCC)C